N-(Cyclopropylmethyl)-7-fluoro-9H-pyrido[3,4-b]indole-1-carboxamide C1(CC1)CNC(=O)C1=NC=CC2=C1NC1=CC(=CC=C21)F